[Na].OC(CCCCCCCCCCC(=O)O)CCCCCC 12-hydroxy-octadecanoic acid sodium